COC1CC(N(C1)C(=O)N)C(=O)N 4-methoxypyrrolidine-1,2-dicarboxamide